2-ethyl hexyl-2-cyano-3,3-diphenyl-2-propenoate C(CCCCC)C1=C(C=CC=C1)C(=C(C(=O)OCC)C#N)C1=CC=CC=C1